rac-(2S,3R)-1-amino-3-(2-boronoethyl)-2-methylcyclopentane-1-carboxylic acid NC1([C@H]([C@@H](CC1)CCB(O)O)C)C(=O)O |r|